CC1([C@@]2(C(CC1CC2)=O)CS(=O)(=O)O[C@@H]2[C@H](NC2)C)C (2R,3S)-2-methylazetidin-3-ol ((1S)-7,7-dimethyl-2-oxobicyclo[2.2.1]heptan-1-yl)methanesulfonate